CO[Si](CCCC1C(=O)OC(C1)=O)(OC)OC [3-(trimethoxysilyl)propyl]succinic anhydride